OCCN1N=C(C(=C1)NC=1N=CC2=C(N1)N(C(=C2)C#N)[C@H](COC)C)OC2COC2 (S)-2-((1-(2-hydroxyethyl)-3-(oxetan-3-yloxy)-1H-pyrazol-4-yl)amino)-7-(1-methoxypropane-2-yl)-7H-pyrrolo[2,3-d]pyrimidine-6-carbonitrile